C1CCC2=C(C=CC=C12)N1N=C(C2=NC=C(C=C21)OC)C=2C=NC(=CC2)C21CN(CC1C2)C2CCOCC2 (2,3-dihydro-1H-inden-4-yl)-6-methoxy-3-(6-(3-(tetrahydro-2H-pyran-4-yl)-3-azabicyclo[3.1.0]hex-1-yl)pyridin-3-yl)-1H-pyrazolo[4,3-b]pyridine